FC(C(=O)N1CCNCC1)(F)F 1-(2,2,2-trifluoroacetyl)piperazin